F[C@@H]1[C@H](CO[C@@H](C1)C(=O)N1[C@H](C2=CC=CC=C2CC1)C1=CC=C(C=C1)F)NC(OC(C)(C)C)=O tert-butyl ((3S,4S,6S)-4-fluoro-6-((S)-1-(4-fluorophenyl)-1,2,3,4-tetrahydroisoquinoline-2-carbonyl)tetrahydro-2H-pyran-3-yl)carbamate